C1(CCCCC1)C(C(=O)OCC(C)(C)C)C(C(=O)OCC(C)(C)C)C1CCCC1 di-neopentyl 2-cyclohexyl-3-cyclopentylsuccinate